CN(C(=O)C=1C=CC=2C(=NOC2C(=O)NC=2SC(=NN2)SC)C1)C N6,N6-dimethyl-N3-(5-(methylthio)-1,3,4-thiadiazol-2-yl)benzo[c]isoxazole-3,6-dicarboxamide